NC1=NC=CC=C1S(=O)(=O)NC(=O)C=1C(=NC(=CC1)C1=C(C=CC=C1)O)N1C(C[C@@H](C1)C)(C)C N-[(2-Amino-3-pyridyl)sulfonyl]-6-(2-hydroxyphenyl)-2-[(4S)-2,2,4-trimethylpyrrolidin-1-yl]pyridin-3-carboxamid